1-(((R)-7-((2S,4R)-2-(3-fluorophenyl)-4-(methylamino)piperidine-1-carbonyl)-7-azaspiro[4.5]dec-10-yl)methyl)-4-phenylpyridin-2(1H)-one FC=1C=C(C=CC1)[C@H]1N(CC[C@H](C1)NC)C(=O)N1CC2(CCCC2)[C@@H](CC1)CN1C(C=C(C=C1)C1=CC=CC=C1)=O